COC1=C(C(=O)O)C=C(C=C1OC)N=S(=O)=O 2,3-dimethoxy-5-sulfonylaminobenzoic acid